C1=CC=CC=2SC3=C(C21)C=CC=C3 diBenzothiophene